(3R,4R)-4-((7-(sec-butyl)-5-fluoropyrrolo[2,1-f][1,2,4]triazin-2-yl)amino)-1-(cyclopropylsulfonyl)piperidin-3-ol C(C)(CC)C1=CC(=C2C=NC(=NN21)N[C@H]2[C@@H](CN(CC2)S(=O)(=O)C2CC2)O)F